[O].[O].Cl hydrogen chloride dioxygen